2-((S)-1-[1,4]Dioxan-2-ylmethoxy)-9-(3-ethyl-3-hydroxy-pentyl)-6,7-dihydro-pyrimido[6,1-a]isoquinolin-4-one O1[C@@H](COCC1)COC1=NC(N2C(C3=CC=C(C=C3CC2)CCC(CC)(O)CC)=C1)=O